N-phenyltetrahydro-2H-pyran-4-sulfonamide C1(=CC=CC=C1)NS(=O)(=O)C1CCOCC1